5-bromo-4-chloro-6-methyl-1-(tetrahydro-2H-pyran-2-yl)-1H-indazole BrC=1C(=C2C=NN(C2=CC1C)C1OCCCC1)Cl